azetidinediyl-bis(N-methylacetamide) N1(C(CC1)CC(=O)NC)CC(=O)NC